5-(3-fluorobenzoyl)-3-(1-azabicyclo[5.4.0]undec-3-en-4-yl)pyrrolo[3,2-b]pyridine FC=1C=C(C(=O)C2=CC=C3C(=N2)C(=CN3)C3=CCN2CCCCC2CC3)C=CC1